C[C@]12[C@H]3CC[C@@]4([C@H](CC[C@H]4[C@@H]3CC=C2C[C@H](CC1)C(C(=O)O)CCCCCCCCCCCCCCC)[C@H](C)CCCC(C)C)C.C(CCCCCCCCCCCCCCCC)(=O)O.CC(C)CCC[C@@H](C)[C@H]1CC[C@H]2[C@@H]3CC=C4C[C@@H](O)CC[C@]4(C)[C@H]3CC[C@]12C Cholesterol margarate [(3S,8S,9S,10R,13R,14S,17R)-10,13-dimethyl-17-[(2R)-6-methylheptan-2-yl]-2,3,4,7,8,9,11,12,14,15,16,17-dodecahydro-1H-cyclopenta[a]phenanthren-3-yl]heptadecanoate